3,3'-(((((5'-(2-carboxy-2-(pyrrolidin-3-yl)ethyl)-[3,3'-bipyridin]-5-yl)methyl)azanediyl)bis(methylene))bis(3,1-phenylene))bis(2-(pyrrolidin-3-yl)propanoic acid) C(=O)(O)C(CC=1C=C(C=NC1)C=1C=NC=C(C1)CN(CC=1C=C(C=CC1)CC(C(=O)O)C1CNCC1)CC=1C=C(C=CC1)CC(C(=O)O)C1CNCC1)C1CNCC1